1-(Cyclopropylmethyl)-6-(1-hydroxy-1-methyl-ethyl)pyrrolo[2,3-b]pyridine-2-carbaldehyde C1(CC1)CN1C(=CC=2C1=NC(=CC2)C(C)(C)O)C=O